C(#N)C1=CC(=C(C=C1)C1=NC=C(C=N1)CCNC(OC(C)(C)C)=O)CN1N=CC(=C1)[N+](=O)[O-] tert-Butyl N-[2-[2-[4-cyano-2-[(4-nitropyrazol-1-yl)methyl]phenyl]pyrimidin-5-yl]ethyl]carbamate